allyl 5-(((((S)-1-butoxy-1-oxopropan-2-yl)amino)(phenoxy)phosphoryl)methyl)benzo[b]thiophene-2-carboxylate C(CCC)OC([C@H](C)NP(=O)(OC1=CC=CC=C1)CC1=CC2=C(SC(=C2)C(=O)OCC=C)C=C1)=O